2-(piperidin-4-ylmethyl)pyridine N1CCC(CC1)CC1=NC=CC=C1